rac-tert-butyl-5-(1-(6-bromo-3-((2-(tert-butoxy)-2-oxoethyl)amino)-5-methylpyrazin-2-yl)-1,3-dioxopentan-2-yl)-2,5-diazabicyclo[4.2.0]octane-2-carboxylate C(C)(C)(C)OC(=O)N1C2CCC2N(CC1)C(C(=O)C1=NC(=C(N=C1NCC(=O)OC(C)(C)C)C)Br)C(CC)=O